(2R,5S)-benzyl 2-(((tert-butyldiphenylsilyl)oxy)methyl)-5-(8-chloroimidazo[1,5-a]pyrazin-3-yl)-5-methylpiperidine-1-carboxylate [Si](C1=CC=CC=C1)(C1=CC=CC=C1)(C(C)(C)C)OC[C@@H]1N(C[C@@](CC1)(C)C1=NC=C2N1C=CN=C2Cl)C(=O)OCC2=CC=CC=C2